C(\C=C(/C)\CCC=C(C)C)CC(=O)O.C(C)(=O)OC\C=C(/C)\CCC=C(C)C geranyl acetate (geranylacetate)